2-(6-hydroxy-2,7-dimethylindazol-5-yl)-N-methyl-6-(piperazin-1-yl)quinazoline-4-carboxamide OC=1C(=CC2=CN(N=C2C1C)C)C1=NC2=CC=C(C=C2C(=N1)C(=O)NC)N1CCNCC1